FC=1C(=C(C=CC1F)[C@H]1[C@@H](O[C@]([C@H]1C)(C(F)(F)F)C)C(=O)O)O |r| racemic-(2R,3S,4S,5R)-3-(3,4-difluoro-2-hydroxy-phenyl)-4,5-dimethyl-5-(trifluoromethyl)tetrahydrofuran-2-carboxylic acid